Cl.Cl.CN1N=CC=C1C1=NC(=NC(=C1)N1C[C@@H](CC1)NC)N (R)-4-(1-methyl-1H-pyrazol-5-yl)-6-(3-(methylamino)pyrrolidin-1-yl)pyrimidin-2-amine dihydrochloride